C(C)N(CCCOCC(=O)O)CCOC1=CC=C(C=C1)OC1=C(C=CC2=CC(=CC=C12)O)C1=CC=C(C=C1)S(=O)(=O)C 2-(3-(ethyl(2-(4-((6-hydroxy-2-(4-(methylsulfonyl)phenyl)naphthalen-1-yl)oxy)phenoxy)ethyl)amino)propoxy)acetic acid